C1(CCCCC1)C(C(=O)OC1CCC(CC1)C(CC)(C)C)=O 4-(1,1-dimethylpropyl)-1-cyclohexyl 2-cyclohexyl-2-oxoacetate